4-(N-(3-(tert-butyl)-5-cyclopropylbenzyl)-2-(N-(2-chloro-4-fluorobenzyl)-(2,3,4,5,6-pentafluorophenyl)sulfonamido)acetamido)-3-cyclopropylbenzoic acid C(C)(C)(C)C=1C=C(CN(C(CN(S(=O)(=O)C2=C(C(=C(C(=C2F)F)F)F)F)CC2=C(C=C(C=C2)F)Cl)=O)C2=C(C=C(C(=O)O)C=C2)C2CC2)C=C(C1)C1CC1